OC(=S)CCCC[C@@H]1SC[C@@H]2NC(=O)N[C@H]12 thio-biotin